C(C)(C)(C)OC(=O)N1CCN(CC1)C1=C(C=C(C=C1)NC(C1=CC=C(C=C1)C=1CCN(CC1)C(=O)OC(C)(C)C)=O)C(F)(F)F 4-{4-[4-(1-tert-butoxycarbonyl-1,2,3,6-tetrahydro-pyridin-4-yl)-benzoylamino]-2-trifluoromethyl-phenyl}-piperazine-1-carboxylic acid tert-butyl ester